C(=O)(O)CCCNC1=C2N=CN(C2=NC=N1)[C@H]1[C@@H]([C@@H]([C@@H](O1)CN[C@@H](CCS)C(=O)O)O)O (((2S,3S,4R,5R)-5-(6-((3-carboxypropyl)amino)-9H-purin-9-yl)-3,4-dihydroxytetrahydrofuran-2-yl)methyl)-L-homocysteine